COCCOC1C(C)O1 2-(2-methoxyethoxy) methyl-ethylene oxide